ClC1=CC(=CC(=N1)N1CCN(CC1)S(=O)(=O)C1=CC=C(C=C1)N1C(CC(C1)N1C[C@@H](NCC1)CO)=O)C(F)(F)F 1-[4-[4-[6-Chloro-4-(trifluoromethyl)-2-pyridyl]piperazin-1-yl]sulfonylphenyl]-4-[(3R)-3-(hydroxymethyl)piperazin-1-yl]pyrrolidin-2-one